Hexane trifluoroacetate FC(C(=O)O)(F)F.CCCCCC